ClC=1C=C2C(C(C(N(C2=NC1C1=C(C=CC=C1OC)F)C=1C(=NC=CC1SC)C(C)C)=O)[N+](=O)[O-])=O 6-chloro-7-(2-fluoro-6-methoxyphenyl)-1-(2-isopropyl-4-(methylsulfanyl)pyridin-3-yl)-3-nitro-1,8-naphthyridine-2,4(1H,3H)-dione